ClC1=C2C(=NC=C1)NC(=C2C=2C=CC(=C(C2)NC(C=C)=O)C)C2=CC=C(C=C2)N2CCN(CC2)S(=O)(=O)CC N-(5-(4-chloro-2-(4-(4-(ethylsulfonyl)piperazin-1-yl)phenyl)-1H-pyrrolo[2,3-b]pyridin-3-yl)-2-methylphenyl)acrylamide